ClC=1C(=NON1)C(=O)N[C@@H](C1CCC(CC1)(F)F)C=1N=C2N(N=CC(=C2)[C@H](NC(CCC(F)(F)F)=O)C2CC2)C1 4-chloro-N-((S)-(7-((R)-cyclopropyl(4,4,4-trifluorobutanamido)methyl)imidazo[1,2-b]pyridazin-2-yl)(4,4-difluorocyclohexyl)methyl)-1,2,5-oxadiazole-3-carboxamide